2,6-Difluoro-4-isopropyl-3-methoxybenzaldehyde FC1=C(C=O)C(=CC(=C1OC)C(C)C)F